3-[5-methoxy-3-methyl-2-oxo-4-(1,2,3,6-tetrahydropyridin-4-yl)benzimidazol-1-yl]piperidine-2,6-dione COC1=C(C2=C(N(C(N2C)=O)C2C(NC(CC2)=O)=O)C=C1)C=1CCNCC1